(R)-3-(1-acryloylpiperidin-3-yl)-7-amino-1-(4-(3,5-difluorophenoxy)phenyl)-1,5-dihydro-4H-pyrrolo[2,3-d]pyridazin-4-one C(C=C)(=O)N1C[C@H](CCC1)C1=CN(C=2C(=NNC(C21)=O)N)C2=CC=C(C=C2)OC2=CC(=CC(=C2)F)F